3-(((2-(2-(2,2,2-trifluoroethoxy)phenoxy)ethyl)amino)methyl)-7-methoxy-4-oxoisochroman-6-carboxamide FC(COC1=C(OCCNCC2OCC3=CC(=C(C=C3C2=O)C(=O)N)OC)C=CC=C1)(F)F